N-((1H-imidazol-4-yl)methyl)-4-(5-methoxypyridin-3-yl)thiophen-3-amine N1C=NC(=C1)CNC1=CSC=C1C=1C=NC=C(C1)OC